BrC1=C(NC(C2=CC=CC=C12)=O)C1=CC2=CC=CC=C2C=C1 4-bromo-3-(naphthalen-2-yl)isoquinolin-1(2H)-one